1,3-dipiperidyl-propane N1(CCCCC1)CCCN1CCCCC1